BrC1=C(C=CC=C1F)OCC(OCC)OCC 2-bromo-1-(2,2-diethoxyethoxy)-3-fluoro-benzene